(3-tert-butoxyphenyl)sulfonium C(C)(C)(C)OC=1C=C(C=CC1)[SH2+]